N-(aminoethyl)glycine NCCNCC(=O)O